manganese methyl-cyclopentadienyl-manganese C[Mn]C1C=CC=C1.[Mn]